BrC1=C(C=CC=O)C=CC=C1 2-BROMOCINNAMALDEHYDE